(2,4-dimethylphenyl)phosphonium borate B([O-])([O-])[O-].CC1=C(C=CC(=C1)C)[PH3+].CC1=C(C=CC(=C1)C)[PH3+].CC1=C(C=CC(=C1)C)[PH3+]